O-methyl phosphoroamidate P(OC)([O-])(=O)N